(E)-N,N'-bis(propan-2-yl)(tert-butoxy)methanimidamide CC(C)N/C(=N\C(C)C)/OC(C)(C)C